C1(CCCC1)C1=NC2=CC=C(C=C2C(N1)=O)I 2-cyclopentyl-6-iodoquinazolin-4(3H)-one